ClC1=C(C=NC(=C1)C(NC1(CC1)C(F)F)=O)COC1=CC=CC(=N1)C1=CC(=C(CC2=NC3=C(N2C[C@H]2OCC2)C=C(C=C3)C(=O)O)C=C1F)F (S)-2-(4-(6-((4-chloro-6-((1-(difluoromethyl)cyclopropyl)carbamoyl)pyridin-3-yl)methoxy)pyridin-2-yl)-2,5-difluorobenzyl)-1-(oxetan-2-ylmethyl)-1H-benzo[d]imidazole-6-carboxylic acid